CC1=NN2C(CN(C3=C(C=CC=C23)NC(OC(C)(C)C)=O)C)=N1 tert-butyl (2,5-dimethyl-4,5-dihydro-[1,2,4]triazolo[1,5-a]quinoxalin-6-yl)carbamate